C1(CCCC1)C1=C(C=NC=2N1N=CC2)NC(=O)NC=2C=NC(=C(C2)C)C2=NOC(=N2)COCCCOCCCCCO N-(7-Cyclopentylpyrazolo[1,5-a]pyrimidin-6-yl)-N'-{6-[5-({3-[(5-hydroxypentyl)oxy]propoxy}methyl)-1,2,4-oxadiazol-3-yl]-5-methylpyridin-3-yl}urea